OCC1=C2CCCC(C2=CC=C1)NC(=O)C=1C(NC(=CC1)C(F)(F)F)=O N-(5-(hydroxymethyl)-1,2,3,4-tetrahydronaphthalen-1-yl)-2-oxo-6-(trifluoromethyl)-1,2-dihydropyridine-3-carboxamide